2-iodo-N-(4-(3-(2-nitro-1-phenylethyl)-1H-indol-2-yl)phenyl)acetamide ICC(=O)NC1=CC=C(C=C1)C=1NC2=CC=CC=C2C1C(C[N+](=O)[O-])C1=CC=CC=C1